tert-butyl (2R)-4-[5-(1-methoxycarbonyl-2-methyl-propyl) isoxazol-3-yl]-2-methyl-piperazine-1-carboxylate COC(=O)C(C(C)C)C1=CC(=NO1)N1C[C@H](N(CC1)C(=O)OC(C)(C)C)C